NC1=C(C(N(C=C1)CCO[Si](C)(C)C(C)(C)C)=O)[N+](=O)[O-] 4-amino-1-{2-[(tert-butyldimethylsilyl)oxy]ethyl}-3-nitropyridin-2-one